N1=CC=C2N1C=NN(C2)CC(=O)N Pyrazolo[1,5-D][1,2,4]triazine-5(4H)acetamide